BrC1=CC=C2C(=CC(NC2=C1)(C)C)C(C[N+](=O)[O-])O 1-(7-bromo-2,2-dimethyl-1,2-dihydroquinolin-4-yl)-2-nitroethan-1-ol